C(C)(CC)C1=CC(=NNC1=O)OC1=C(C=C(C=C1Cl)NN=C(C(=O)NC(OCC)=O)C#N)Cl Ethyl (2-(2-(4-((5-(sec-butyl)-6-oxo-1,6-dihydropyridazin-3-yl)oxy)-3,5-dichlorophenyl)hydrazineylidene)-2-cyanoacetyl)carbamate